ethyl (4E,8Z)-decadienoate C(C=C\C=C\CCCCC)(=O)OCC